1-(3-Methyl-1H-indol-2-yl)-1,3-diphenyl-prop-2-yn-1-ol CC1=C(NC2=CC=CC=C12)C(C#CC1=CC=CC=C1)(O)C1=CC=CC=C1